P(O)(=O)(OP(=O)(O)OP(=O)(O)O)OC[C@@H]1[C@H]([C@H]([C@@H](O1)N1C=CC=2C(N)=NC=NC12)O)O.BrC1=C2C=NN(C2=CC(=C1)C#CCNC1=C(C=C(C=C1)S(=O)(=O)C)OC)CC(F)(F)F N-[3-[4-bromo-1-(2,2,2-trifluoroethyl)indazol-6-yl]prop-2-ynyl]-2-methoxy-4-methylsulfonyl-aniline 7-deazaadenosine-5'-triphosphate